N-[2,6-difluoro-3-[5-[2-(1H-tetrazol-5-yl)pyrimidin-5-yl]-1H-pyrazolo[3,4-b]pyridine-3-carbonyl]phenyl]propane-1-sulfonamide hydrochloride Cl.FC1=C(C(=CC=C1C(=O)C1=NNC2=NC=C(C=C21)C=2C=NC(=NC2)C2=NN=NN2)F)NS(=O)(=O)CCC